CNC1CCN(CC1)C1=CC=C(C=N1)C1C(NC(CC1)=O)=O 3-[6-[4-(methylamino)-1-piperidyl]-3-pyridyl]piperidine-2,6-dione